C(C1=CC=CC=C1)(=O)N1C=C(C2=CC(=CC=C12)N1CCOCC1)/C=C/C(=O)C1=CC=NC=C1 (E)-3-(1-benzoyl-5-morpholino-1H-indol-3-yl)-1-(pyridin-4-yl)prop-2-en-1-one